FC(C1=NC=CC(=C1)N1C[C@@H](CC1)C(=O)N1CC2=C3CCCC3=NC=C2C1)F [1-(2-Difluoromethyl-pyridin-4-yl)-pyrrolidin-3(R)-yl]-(3,6,7,8-tetrahydro-1H-2,5-diaza-as-indacen-2-yl)-methanone